1-(trans-5-([1,1'-biphenyl]-3-yloxy)octahydrocyclopenta[c]pyrrole-2-carbonyl)-4-chloro-1H-pyrazole-3-carboxylic acid C1(=CC(=CC=C1)OC1CC2C(CN(C2)C(=O)N2N=C(C(=C2)Cl)C(=O)O)C1)C1=CC=CC=C1